ClC=1C=C(C=NC1OCC1(CCN(CC1)C1COC1)F)S(=O)(=O)N 5-Chloro-6-((4-fluoro-1-(oxetan-3-yl)piperidin-4-yl)methoxy)pyridine-3-sulfonamide